Cl.ClC1=CC2=C(C3=CC=C(C=C3N=C2C=C1)Cl)NC1=CC(=C(C(=C1)CN1CCCC1)O)CN1CCCC1 4-((2,6-Dichloroacridin-9-yl)amino)-2,6-bis(pyrrolidin-1-ylmethyl)phenol hydrochloride